FC=1C=C(C=C(C1)C)N1N=C(C(=C1)[C@H]1O[C@H](C(N1CCC1=CC=C2CC(NC2=C1)=O)=O)C)C1=CNC=C1 (2R,5S)-2-(1-(3-fluoro-5-methylphenyl)-3-(1H-pyrrol-3-yl)-1H-pyrazole-4-yl)-5-methyl-3-(2-(2-oxoindolin-6-yl)ethyl)oxazolidin-4-one